4-((4-((1H-indol-5-yl)oxy)-6-amino-1,3,5-triazin-2-yl)amino)benzonitrile N1C=CC2=CC(=CC=C12)OC1=NC(=NC(=N1)N)NC1=CC=C(C#N)C=C1